N1[C@@H](CCC1)COC=1C=NC=CC1C1=C(C2=NC=CC=C2N1)C=1C=C(C#N)C=CC1 3-[2-(3-{[(2S)-pyrrolidin-2-yl]methoxy}pyridin-4-yl)-1H-pyrrolo[3,2-b]pyridin-3-yl]benzonitrile